C1(CC1)OC1=NC=C(C=C1C1=CC=2C(=CN=C(C2)NC(=O)[C@H]2[C@H](C2)F)N1C)F (1S,2S)-N-[2-(2-cyclopropoxy-5-fluoropyridin-3-yl)-1-methylpyrrolo[2,3-c]pyridin-5-yl]-2-fluorocyclopropane-1-carboxamide